di(benzyl)dimethylammonium C(C1=CC=CC=C1)[N+](C)(C)CC1=CC=CC=C1